3-furylmethyl-1H-pyrrole O1C=C(C=C1)CN1C=CC=C1